C(C1=CC=CC=C1)N1C=C(C=CC1=O)OC1=C(C=C(C=C1Br)N1N=C(C(NC1=O)=O)C#N)Br 2-(4-((1-benzyl-6-oxo-1,6-dihydropyridin-3-yl)oxy)-3,5-dibromophenyl)-3,5-dioxo-2,3,4,5-tetrahydro-1,2,4-triazine-6-carbonitrile